6-bromo-N-(naphthalen-1-yl)-benzo[d][1,3]dioxole-5-carboxamide BrC=1C(=CC2=C(OCO2)C1)C(=O)NC1=CC=CC2=CC=CC=C12